C(C)OC(/C(=N/O)/C#N)=O (2E)-2-cyano-2-oximino-acetic acid ethyl ester